OC(CCCCCCCCCCCCCCCCCC(=O)O)CCCCCCCC 19-Hydroxy-heptacosanoic acid